C(C)(=O)N1CC=2N(C=3C(=C(C=C(C3C2C=2C=NNC2)OCC#N)Cl)Cl)CC1 2-[[2-acetyl-6,7-dichloro-10-(1H-pyrazol-4-yl)-3,4-dihydro-1H-pyrazino[1,2-a]indol-9-yl]oxy]acetonitrile